3-((Benzylthio)methyl)benzofuran C(C1=CC=CC=C1)SCC1=COC2=C1C=CC=C2